C(C)(C)C=1C=C(C=CC1)NC(=O)C1C(=NN(C1=O)C1=CC=CC=C1)C N-(3-isopropylphenyl)-3-methyl-5-oxo-1-phenyl-4,5-dihydro-1H-pyrazole-4-carboxamide